C1(CC1)N1CCN(CC1)C=1C(=C(N)C=CC1)[N+](=O)[O-] 3-(4-cyclopropylpiperazin-1-yl)-2-nitroaniline